2,6-dimethoxy-1-iodobenzene COC1=C(C(=CC=C1)OC)I